((1,1,1-trifluoropropan-2-yl)oxy)-3,4-dihydro-2H-benzo[b][1,4]oxazine FC(C(C)OC1CNC2=C(O1)C=CC=C2)(F)F